BrC1=CC=C(C=C1)C1CNCCC1 3-(4-bromophenyl)piperidine